FC=1C=C(C=CC1F)CN1C=NC2=CC=C(C=C2C1=O)OC1=CC(=NC=C1)C=1C=NN(C1)C 3-[(3,4-difluorophenyl)methyl]-6-{[2-(1-methylpyrazol-4-yl)-4-pyridyl]oxy}quinazolin-4-one